(S)-N-(5-(2,2-dimethyl-2,3-dihydro-[1,4]dioxino[2,3-b]pyridin-6-yl)-4-((6-(methylsulfonyl)-4-(tetrahydrofuran-3-yl)pyridin-2-yl)amino)pyridin-2-yl)acetamide CC1(OC=2C(=NC(=CC2)C=2C(=CC(=NC2)NC(C)=O)NC2=NC(=CC(=C2)[C@H]2COCC2)S(=O)(=O)C)OC1)C